CC1=C(C2=C(C(=N1)NC)CN(C2)C(C[C@H]2[C@@H](C2)C=2C=NC=CC2)=O)C 1-[6,7-dimethyl-4-(methylamino)-1,3-dihydro-2H-pyrrolo[3,4-c]pyridin-2-yl]-2-[trans-2-(pyridin-3-yl)cyclopropyl]ethanone